C1=C(C=CC2=CC=CC=C12)/C(=C/CN1CCN(CC1)C(=O)NC1=CC=C(C=C1)C)/C (E)-4-(3-(naphthalen-2-yl)but-2-en-1-yl)-N-(p-tolyl)piperazine-1-carboxamide